NC1(CC1)/C=C/C(=O)OCC ethyl (E)-3-(1-aminocyclopropyl)prop-2-enoate